N-(3-(2-(difluoromethoxy)-5-((2-hydroxyethyl)thio)phenyl)-1-methyl-1H-pyrazol-4-yl)pyrazolo[1,5-a]Pyrimidine-3-carboxamide FC(OC1=C(C=C(C=C1)SCCO)C1=NN(C=C1NC(=O)C=1C=NN2C1N=CC=C2)C)F